NC1CCN(CC1)C1=CC=C(N=N1)NC=1C=CC2=C(N=C(O2)C)C1 N-(6-(4-aminopiperidin-1-yl)pyridazin-3-yl)-2-methylbenzo[d]oxazol-5-amine